4-((tert-butyldimethylsilyloxy)butyl)-4-methylbenzenesulfonamide [Si](C)(C)(C(C)(C)C)OCCCCC1(CC=C(C=C1)S(=O)(=O)N)C